FC=1C=C(C=C(C1)F)N1C=C(C=2C(C(CCC12)(F)F)=O)S(=O)(=O)C 1-(3,5-difluorophenyl)-5,5-difluoro-3-(methanesulfonyl)-1,5,6,7-tetrahydro-4H-indol-4-one